CN1C(=NN=C1)CC1(COC1)C=1C=C(C=CC1)N1C(N2C(C1)C(CC2)C(F)(F)F)=O 2-(3-(3-((4-methyl-4H-1,2,4-triazol-3-yl)methyl)oxetan-3-yl)phenyl)-7-(trifluoromethyl)hexahydro-3H-pyrrolo[1,2-c]imidazol-3-one